N-(4-((2-(1,1-difluoroethyl)-6-ethylpyrimidin-4-yl)amino)-5-ethoxypyridin-2-yl)acetamide FC(C)(F)C1=NC(=CC(=N1)NC1=CC(=NC=C1OCC)NC(C)=O)CC